2-(2'-hydroxy-3'-tertiary-butyl-5'-methylphenyl)-5-chlorobenzotriazole OC1=C(C=C(C=C1C(C)(C)C)C)N1N=C2C(=N1)C=CC(=C2)Cl